CNC=1C(=NC(=NC1)O)O 5-(methylamino)pyrimidine-2,4-diol